5-fluoro-2-(3-(1-((1-(2-hydroxyethyl)-2-oxo-2,3-dihydro-1H-benzo[d]imidazol-5-yl)methyl)piperidin-3-yl)-1H-pyrrolo[2,3-c]pyridin-1-yl)-N,N-diisopropylbenzamide FC=1C=CC(=C(C(=O)N(C(C)C)C(C)C)C1)N1C=C(C=2C1=CN=CC2)C2CN(CCC2)CC2=CC1=C(N(C(N1)=O)CCO)C=C2